C(CC)C(COCCCO)CCC 3-((2-propylpentyl)oxy)propan-1-ol